7-methoxy-N-(6-methoxypyridin-2-yl)-2H-indazole-5-carboxamide COC1=CC(=CC2=CNN=C12)C(=O)NC1=NC(=CC=C1)OC